N1CC(C1)C=O Azetidine-3-carbaldehyde